1-(3-methoxybenzyl)-N3-phenyl-1H-1,2,4-triazole-3,5-diamine COC=1C=C(CN2N=C(N=C2N)NC2=CC=CC=C2)C=CC1